Cl.Cl.N[C@H](C(=O)N[C@H](C(=O)O)CC1=NC2=C(N1C)C=CC(=C2)N(CCCl)CCCl)CC(C)C (2S)-2-[[(2S)-2-amino-4-methyl-pentanoyl]amino]-3-[5-[bis(2-chloroethyl)amino]-1-methyl-benzimidazol-2-yl]propionic acid dihydrochloride